CN(CCCN=C=N)C N-(3-(dimethylamino)propyl)carbodiimide